COC(C)C1=C(C=CC=C1)N1C(N(CC1)C=1C=C2CN(C(C2=CC1)=O)C1C(NC(CC1)=O)=O)=O 3-(5-(3-(2-(1-methoxyethyl)phenyl)-2-oxoimidazolidin-1-yl)-1-oxoisoindolin-2-yl)piperidine-2,6-dione